O=C1NC(CCC1C1=C(C=C(C=C1)CN1CCC2(CCN(CC2)C(=O)OC(C)(C)C)CC1)F)=O tert-butyl 9-[[4-(2,6-dioxo-3-piperidyl)-3-fluoro-phenyl]methyl]-3,9-diazaspiro[5.5]undecane-3-carboxylate